3,3'-(5-(4,6-diphenyl-1,3,5-triazin-2-yl)-2-(6-phenylpyridin-2-yl)-1,3-phenylene)bis(9-phenyl-9H-carbazole) C1(=CC=CC=C1)C1=NC(=NC(=N1)C1=CC=CC=C1)C=1C=C(C(=C(C1)C=1C=CC=2N(C3=CC=CC=C3C2C1)C1=CC=CC=C1)C1=NC(=CC=C1)C1=CC=CC=C1)C=1C=CC=2N(C3=CC=CC=C3C2C1)C1=CC=CC=C1